C1(CCC1)NS(=O)(=O)C=1C(=NC=C(C1)OC1=C(C=C(C=C1Cl)N1N=C(C(NC1=O)=O)C(F)F)Cl)O N-cyclobutyl-5-(2,6-dichloro-4-(6-(difluoromethyl)-3,5-dioxo-4,5-dihydro-1,2,4-triazin-2(3H)-yl)phenoxy)-2-hydroxypyridine-3-sulfonamide